C(C)C=1C=NN2C1N=C(C=C2NCC=2C=CC(=NC2)CCOCCOCCN(C/C=C/C(=O)O)C)N2C(CCCC2)CCO (E)-4-((2-(2-(2-(5-(((3-ethyl-5-(2-(2-hydroxyethyl)piperidin-1-yl)pyrazolo[1,5-a]pyrimidin-7-yl)amino)methyl)pyridin-2-yl)ethoxy)ethoxy)ethyl)(methyl)amino)but-2-enoic acid